CN(C1=CC=C(N)C=C1)C p-dimethylaminoaniline